zirconium bis(diethylcitrate) C(C)C(C(=O)[O-])(C(O)(C(=O)[O-])CC(=O)[O-])CC.C(C)C(C(=O)[O-])(C(O)(C(=O)O)CC(=O)O)CC.[Zr+4]